ClC=1C=C(C=C(C1)Cl)C1=NC(=CC(=C1)CO)OC=1C=NC(=CC1)N1CCNCC1 (2-(3,5-dichlorophenyl)-6-((6-(piperazin-1-yl)pyridin-3-yl)oxy)pyridin-4-yl)methanol